N1=CC(=CC=C1)CN1[C@H]2CC(C[C@@H]1CC2)N (1R,3s,5S)-8-(pyridin-3-ylmethyl)-8-azabicyclo[3.2.1]octan-3-amine